COC(=O)C=1N2C([C@@]([C@H]2OCC1CSC1=NN=NN1CCO)(OC)NC(CSOC(F)F)=O)=O (6R,7R)-methyl-7-(2-(difluoromethoxy thio) acetamido)-3-(((1-(2-hydroxyethyl)-1H-tetrazol-5-yl) sulfanyl) methyl)-7-methoxy-8-oxo-5-oxa-1-azabicyclo[4.2.0]oct-2-ene-2-carboxylate